(2-amino-6-(1H-pyrrolo[2,3-b]pyridin-5-yl)imidazo[1,2-a]pyridin-3-yl)(pyrimidin-4-yl)methanone NC=1N=C2N(C=C(C=C2)C=2C=C3C(=NC2)NC=C3)C1C(=O)C1=NC=NC=C1